5-(3,4-dichlorophenyl)-1,2,3,6-tetrahydropyridine hydrochloride Cl.ClC=1C=C(C=CC1Cl)C1=CCCNC1